C=1SC=C2C1CCCC2 4,5,6,7-tetrahydro-2-benzothiophen